(S)-(4-(4,7-difluorobenzo[d]oxazol-2-yl)-6,7-dihydro-1H-imidazo[4,5-c]pyridin-5(4H)-yl)(1-(difluoromethyl)-1H-pyrazol-5-yl)methanone FC1=CC=C(C2=C1N=C(O2)[C@H]2N(CCC1=C2N=CN1)C(=O)C1=CC=NN1C(F)F)F